NC1=CC(=C(OC2=CC=C(C=C2)OC2=C(C=C(C=C2)N)C(F)(F)F)C=C1)C(F)(F)F 1,4-bis{4-amino-2-(trifluoromethyl)phenoxy}benzene